ethyl 6-(8-oxa-3-azabicyclo[3.2.1]octan-3-yl)quinoline-4-carboxylate C12CN(CC(CC1)O2)C=2C=C1C(=CC=NC1=CC2)C(=O)OCC